S([O-])(O)(=O)=O.CC(CCC)([NH3+])C N-dimethylbutyl-ammonium bisulfate